ClC1=C(C#N)C=CC(=C1C)N1CC2(CC1)CCN(CC2)C2=CC=C(C=C2)C(=O)N2CCC(CC2)CN2CCN(CC2)C2=CC(=CC=C2)NC2C(NC(CC2)=O)=O 2-Chloro-4-(8-(4-(4-((4-(3-((2,6-dioxopiperidin-3-yl)amino)phenyl)piperazin-1-yl)meth-yl)piperidine-1-carbonyl)phenyl)-2,8-diaza-spiro[4.5]decan-2-yl)-3-methylbenzonitrile